1-(4-(4-((3,3-Dimethylbutyl)sulfonyl)phenyl)-2-methylbut-3-yn-2-yl)-3-(4-methyl-1-azabicyclo[3.2.2]nonan-4-yl)urea CC(CCS(=O)(=O)C1=CC=C(C=C1)C#CC(C)(C)NC(=O)NC1(CCN2CCC1CC2)C)(C)C